6-(4-(((R)-3,3-difluoro-4-(2,7-diazaspiro[3.5]nonan-7-yl)piperidin-1-yl)methyl)indolin-1-yl)-N-((1R,2R)-2-methoxycyclobutyl)-8-(methylamino)imidazo[1,2-b]pyridazine-3-carboxamide FC1(CN(CC[C@H]1N1CCC2(CNC2)CC1)CC1=C2CCN(C2=CC=C1)C=1C=C(C=2N(N1)C(=CN2)C(=O)N[C@H]2[C@@H](CC2)OC)NC)F